N1=CC=C(C=C1)CN1C(=CC=C1)C(=O)NC=1SC=C(N1)C=CC1=CC=CC=C1 1-(pyridin-4-ylmethyl)-N-(4-styrylthiazol-2-yl)-1H-pyrrole-2-carboxamide